5-(8-(1,3-dimethyl-2-oxo-7-(trifluoromethoxy)-1,2-dihydroquinolin-5-yl)isoquinolin-3-yl)picolinic acid CN1C(C(=CC2=C(C=C(C=C12)OC(F)(F)F)C=1C=CC=C2C=C(N=CC12)C=1C=CC(=NC1)C(=O)O)C)=O